OC1(CCN(CC1)C1=CC=C(C=C1)B1OC(C(O1)(C)C)(C)C)CC(=O)OC(C)(C)C tert-butyl 2-[4-hydroxy-1-[4-(4,4,5,5-tetramethyl-1,3,2-dioxaborolan-2-yl)phenyl]-4-piperidyl]acetate